2,2,2-trifluoroethoxytitanium (IV) trichloride [Cl-].[Cl-].[Cl-].FC(CO[Ti+3])(F)F